1-(2,2-difluoroethyl)-3-ethyl-6-(2-(2-methyl-6-(trifluoromethyl)pyrimidin-4-yl)-2,6-diazaspiro[3.4]octan-6-yl)-1H-pyrazolo[3,4-d]pyrimidine FC(CN1N=C(C=2C1=NC(=NC2)N2CC1(CN(C1)C1=NC(=NC(=C1)C(F)(F)F)C)CC2)CC)F